C1=CN(C(=N1)[N+](=O)[O-])CCO nitro-1H-imidazole-1-ethanol